N,N-dibenzyl-3-fluoro-2-nitro-aniline C(C1=CC=CC=C1)N(C1=C(C(=CC=C1)F)[N+](=O)[O-])CC1=CC=CC=C1